aminosulfonate compound with cyanide [C-]#N.NS(=O)(=O)[O-]